3-(4-aminophenyl)-1-cyclopropyl-1H-pyrazolo[3,4-d]pyrimidin-4-amine NC1=CC=C(C=C1)C1=NN(C2=NC=NC(=C21)N)C2CC2